FC(C=1C(=C(C=CC1)[C@@H](C)NC=1C2=C(N=C(N1)C)NC(C(=C2)C(=O)N2CCCCC2)=O)F)F |r| (±)-4-(1-(3-(difluoromethyl)-2-fluorophenyl)ethylamino)-2-methyl-6-(piperidine-1-carbonyl)pyrido[2,3-d]pyrimidin-7(8H)-one